3-(2-(3,6-dihydropyridin-1(2H)-yl)propyl)-1H-indole N1(CCC=CC1)C(CC1=CNC2=CC=CC=C12)C